(3aR,4R,4aR,5aS,6S,6aS)-2-(4-(2-(4-Methoxyphenyl)-2-oxoethoxy)-2-(trifluoromethyl)phenyl)-4,4a,5,5a,6,6a-hexahydro-4,6-ethenocyclopropa[f]isoindole-1,3(2H,3aH)-dione COC1=CC=C(C=C1)C(COC1=CC(=C(C=C1)N1C([C@@H]2[C@H]3[C@H]4[C@@H]([C@@H]([C@@H]2C1=O)C=C3)C4)=O)C(F)(F)F)=O